N-{6-[2-tert-butyl-5-(2-chloro-pyrimidin-4-yl)-thiazol-4-yl]-pyridin-2-yl}-2,6-difluoro-benzenesulfonamide C(C)(C)(C)C=1SC(=C(N1)C1=CC=CC(=N1)NS(=O)(=O)C1=C(C=CC=C1F)F)C1=NC(=NC=C1)Cl